FC(C1=CC=C(C=C1)N1CC(CC2=NC=CC=C12)CNC(C(C)C)=O)(F)F N-((1-(4-(trifluoromethyl)phenyl)-1,2,3,4-tetrahydro-1,5-naphthyridin-3-yl)methyl)isobutyramide